C(#N)CCN(CCN1N=CC2=C(C=C(C=C12)C(=O)N)C1=NC(=NN1)C1=CC(=NN1CC)C)CC 1-{2-[(2-cyanoethyl)(ethyl)amino]ethyl}-4-[3-(1-ethyl-3-methyl-1H-pyrazol-5-yl)-1H-1,2,4-triazol-5-yl]-1H-indazole-6-carboxamide